OC(/C=C/C1CN(CC1)C(C=C)=O)C1=CC=C(C=C1)C(F)(F)F (E)-1-(3-(3-hydroxy-3-(4-(trifluoromethyl)phenyl)prop-1-en-1-yl)pyrrolidin-1-yl)prop-2-en-1-one